(3-((8-chloro-[1,2,4]triazolo[4,3-a]quinazolin-5-yl)(methyl)amino)phenyl)-1,1,1-trifluoro-2-methylbut-3-yn-2-ol ClC1=CC=C2C(=NC=3N(C2=C1)C=NN3)N(C=3C=C(C=CC3)C#CC(C(F)(F)F)(O)C)C